4-pentanone CCCC(C)=O